CC1=C(C=C(C=C1)C=1C=NC(=CC1)C(=O)N1CCN(CC1)C)N(C=1SC=C(N1)C(=O)OCC)CCC Ethyl 2-((2-methyl-5-(6-(4-methylpiperazine-1-carbonyl)pyridin-3-yl)phenyl)(propyl)amino)thiazole-4-carboxylate